C[O-].C[O-].C[O-].[Ti+3] titanium trimethoxide